1-(perfluoro-n-hexyl)dodecane CCCCCCCCCCCCC(C(C(C(C(C(F)(F)F)(F)F)(F)F)(F)F)(F)F)(F)F